1H-imidazo[4,5-b]pyridin-2-yl-5-{2-[(dimethylsulfamoyl)carbamoyl]ethyl}pyridine-2-carboxamide N1C(=NC2=NC=CC=C21)C=2C(=NC=C(C2)CCC(NS(N(C)C)(=O)=O)=O)C(=O)N